cyclopentyl-1-phenyl-2-methylpropylene C1(CCCC1)C(=C(C)C)C1=CC=CC=C1